O=C(C(=O)[O-])CCC(=O)[O-] Ketoglutarat